CC1=C(C(=C(C(=C1C)O)C)C)O 2,3,5,6-tetramethyl-1,4-benzenediol